tert-butyl (R)-3-(iodomethyl)piperidine-1-carboxylate IC[C@H]1CN(CCC1)C(=O)OC(C)(C)C